N1C(C=CC=C1)C(=O)O 1H-picolinic acid